CCCCCCCC/C=C\\CCCCCCCC(=O)OCC(OC(=O)CCCCCCC/C=C\\CCCCCCCC)COC(=O)CCCCCCC/C=C\\CCCCCCCC The molecule is a triglyceride formed by esterification of the three hydroxy groups of glycerol with oleic acid. Triolein is one of the two components of Lorenzo's oil. It has a role as a plant metabolite and a Caenorhabditis elegans metabolite. It derives from an oleic acid.